tert-butyl 4-(morpholin-4-yl)-14-oxo-7,10-dioxa-13,19,20-triazatetracyclo[13.5.2.12,6.018,21]tricosa-1(20),2,4,6(23),15,17,21-heptaene-19-carboxylate N1(CCOCC1)C=1C=C2C3=NN(C4=CC=C(C(NCCOCCOC(C1)=C2)=O)C=C34)C(=O)OC(C)(C)C